N-(38-Oxo-2,5,8,11,14,17,20,23,26,29,32,35-dodecaoxaoctatriacontan-38-yl)-L-alanyl-D-alanyl-L-asparagine O=C(CCOCCOCCOCCOCCOCCOCCOCCOCCOCCOCCOCCOC)N[C@@H](C)C(=O)N[C@H](C)C(=O)N[C@@H](CC(N)=O)C(=O)O